6,7-dihydroxy-2-(3-phenoxyphenyl)-4H-chromen-4-one OC=1C=C2C(C=C(OC2=CC1O)C1=CC(=CC=C1)OC1=CC=CC=C1)=O